COC1=NC(=CC=C1[C@H]1[C@H](O[C@]([C@H]1C)(C(F)(F)F)C)C(=O)NC1=CC(=NC=C1)C(=O)N)C(F)(F)F (2S,3S,4S,5R)-4-[[3-[2-Methoxy-6-(trifluoromethyl)-3-pyridyl]-4,5-dimethyl-5-(trifluoromethyl)tetrahydrofuran-2-carbonyl]amino]pyridin-2-carboxamid